7-{8-methyl-1H,2H,3H-pyrido[2,3-b][1,4]oxazin-7-yl}-N-{3-[(morpholin-4-yl)methyl]phenyl}-5H,6H,7H,8H-pyrido[3,4-d]pyrimidin-2-amine CC1=C(C=NC=2OCCNC21)N2CC=1N=C(N=CC1CC2)NC2=CC(=CC=C2)CN2CCOCC2